BrC=1C=CC(=C(C1)NC=1SC=C(N1)C1=NC(=CC(=N1)N)N)C 2-(2-((5-Bromo-2-methylphenyl)amino)thiazol-4-yl)pyrimidine-4,6-diamine